Methyl 1-(4-(methoxycarbonyl)-2-methyl-6-nitrophenyl)-1H-pyrrole-2-carboxylate COC(=O)C1=CC(=C(C(=C1)[N+](=O)[O-])N1C(=CC=C1)C(=O)OC)C